1H-pyrazolo[3,4-d]Pyrimidine-3,6-diamine hydrochloride Cl.N1N=C(C=2C1=NC(=NC2)N)N